(piperidin-1-yl)-2-(2-(pyridin-3-yl)-1H-benzimidazol-5-yl)isoindolin-1-one N1(CCCCC1)C1N(C(C2=CC=CC=C12)=O)C1=CC2=C(NC(=N2)C=2C=NC=CC2)C=C1